ClC1=C(C=CC=C1)C1=NOC(=C1COC1CC1)C=1C=NN(C1C(F)(F)F)CCC(C)(O)C 4-{4-[3-(2-chlorophenyl)-4-(cyclopropoxymethyl)-1,2-oxazol-5-yl]-5-(trifluoromethyl)-1H-pyrazol-1-yl}-2-methylbutan-2-ol